C(#N)C1=CC=C(C=C1)N(C(=O)C=1N=CC=2N(C1)C(=CN2)C=2C=CC(=NC2)NC(OC)=O)C methyl N-[5-[6-[(4-cyanophenyl)-methyl-carbamoyl]imidazo[1,2-a]pyrazin-3-yl]-2-pyridyl]carbamate